3-((Fluoromethyl)sulfonyl)-N-((2-(6-(2,2,2-trifluoroethoxy)pyridin-2-yl)-1,6-naphthyridin-7-yl)methyl)benzofuran-5-carboxamide FCS(=O)(=O)C1=COC2=C1C=C(C=C2)C(=O)NCC2=NC=C1C=CC(=NC1=C2)C2=NC(=CC=C2)OCC(F)(F)F